OC1=C(C=C(C=C1)CCOC(C(=C)C)=O)N1N=C2C(=N1)C=CC(=C2)C#N 2-[2'-hydroxy-5'-(methacryloyloxyethyl)phenyl]-5-cyano-2H-benzotriazole